6-(4-bromophenyl)benzo[4,5]imidazo[1,2-a]quinolone BrC1=CC=C(C=C1)C=1C=2N(C=3C(CC=CC3C1)=O)C1=C(N2)C=CC=C1